C(#N)C1=C(C=CC=C1)C1=C(C=CC=C1)C#N 2,2'-dicyanobiphenyl